IC1=C(C=CC=C1)N(C1=CC=NC=C1)C1=CC=CC=C1 N-(2-iodophenyl)-N-phenylpyridin-4-amine